CSC1=C(C=C(C=C1C(C)(C)C)C(C)(C)C)[Mg]Br 2-methylthio-3,5-di-tert-butylphenyl-magnesium bromide